2-methyl-5,8-dioxo-5,8-dihydronaphthalen-1-amine CC1=C(C=2C(C=CC(C2C=C1)=O)=O)N